tert-butyl 1-(4-(allyloxy)-3,3-dimethyl-4-oxobutyl)-6,6-difluorotetrahydro-1H-pyrrolo[3,2-c]isoxazole-4(5H)-carboxylate C(C=C)OC(C(CCN1OCC2C1C(CN2C(=O)OC(C)(C)C)(F)F)(C)C)=O